methyl N-[5-[6-[(4-fluorophenyl)-methyl-carbamoyl]-4-(methoxymethyl)benzimidazol-1-yl]-2-pyridyl]carbamate FC1=CC=C(C=C1)N(C(=O)C=1C=C(C2=C(N(C=N2)C=2C=CC(=NC2)NC(OC)=O)C1)COC)C